N-((1S,2R)-2-(6-fluoro-2,3-dimethylphenyl)-1-(5-oxo-4,5-dihydro-1,3,4-oxadiazol-2-yl)propyl)-4-oxochroman-6-sulfonamide FC1=CC=C(C(=C1[C@H]([C@@H](C=1OC(NN1)=O)NS(=O)(=O)C=1C=C2C(CCOC2=CC1)=O)C)C)C